3-(6-Aminopyridin-2-Yl)-2,2-Dimethylpropanoic acid tert-butyl ester C(C)(C)(C)OC(C(CC1=NC(=CC=C1)N)(C)C)=O